2-((6-((5-chloro-2-((2S)-2-(((3-(2,6-dioxopiperidin-3-yl)phenyl)amino)methyl)pyrrolidin-1-yl)pyrimidin-4-yl)amino)-1-methyl-2-oxo-1,2-dihydroquinolin-3-yl)oxy)-N-methylacetamide ClC=1C(=NC(=NC1)N1[C@@H](CCC1)CNC1=CC(=CC=C1)C1C(NC(CC1)=O)=O)NC=1C=C2C=C(C(N(C2=CC1)C)=O)OCC(=O)NC